1-(acryloyloxy)propane C(C=C)(=O)OCCC